C(C1=CC=CC=C1)OC1=CC=C(C=C1)C1=CC=C(C=C1)C(CC(=O)O)C#CC 3-(4'-(benzyloxy)-[1,1'-biphenyl]-4-yl)hex-4-ynoic acid